(((((2,2'-dimethyl-[1,1'-biphenyl]-3,3'-diyl)bis(azanediyl))bis(carbonyl))bis(4-methoxypyridine-6,3-diyl))bis(methylene))bis(azanediyl)bis(3-hydroxybutanoic acid) CC1=C(C=CC=C1NC(=O)C1=CC(=C(C=N1)CNC(C(=O)O)C(C)O)OC)C1=C(C(=CC=C1)NC(=O)C1=CC(=C(C=N1)CNC(C(=O)O)C(C)O)OC)C